3-(2-(dimethylamino)ethyl)-1H-indol-4-yl (thiazol-5-ylmethyl) carbonate C(OC1=C2C(=CNC2=CC=C1)CCN(C)C)(OCC1=CN=CS1)=O